BrC=1C=C(C(=O)OC)C=CC1CNC[C@H](C)O Methyl (S)-3-bromo-4-(((2-hydroxypropyl)amino)methyl)benzoate